C12(CC(C1)C2)C2=CC=C(C=C2)N2N=C1CCN(CC3C1=C2CCN3C(=O)C3=CC=C(C=2NC=NC23)Br)C(C=C)=O 1-(2-(4-(bicyclo[1.1.1]pentan-1-yl)phenyl)-5-(7-bromo-1H-benzo[d]imidazole-4-carbonyl)-2,3,4,5,5a,6,8,9-octahydro-7H-1,2,5,7-tetraazabenzo[cd]azulen-7-yl)prop-2-en-1-one